COCCNC(=O)N1CCN(CC1)C1=NC(=CC(=N1)NC1=CC2=C(C=N1)C=NN2C(C)C)N2CCCC2 N-(2-methoxyethyl)-4-[4-{[1-(propan-2-yl)-1H-pyrazolo[4,3-c]pyridin-6-yl]amino}-6-(pyrrolidin-1-yl)pyrimidin-2-yl]piperazine-1-carboxamide